((5-((S)-1-cyclopropylethyl)-2,3-dihydro-1H-inden-4-yl)carbamoyl)-5-(3-hydroxyoxetan-3-yl)thiophene-2-sulfonimidamide C1(CC1)[C@H](C)C=1C(=C2CCCC2=CC1)NC(=O)C1=C(SC(=C1)C1(COC1)O)S(=O)(N)=N